2-((S)-1-Acryloyl-4-((S)-7-(7-hydroxy-3,4-dihydroquinolin-1(2H)-yl)-2-(((S)-1-isopropylpyrrolidin-2-yl)methoxy)-5,6,7,8-tetrahydroquinazolin-4-yl)piperazin-2-yl)acetonitrile C(C=C)(=O)N1[C@H](CN(CC1)C1=NC(=NC=2C[C@H](CCC12)N1CCCC2=CC=C(C=C12)O)OC[C@H]1N(CCC1)C(C)C)CC#N